BrC=1C=C2C(=NN(C2=NC1)C(=O)OC(C)(C)C)C=1C=NC=CC1 5-bromo-3-(pyridin-3-yl)-1-BOC-7-azaindazole